COC(=O)[C@@H]1C[C@H](CCC1)OC=1C(=NC(=CC1)C=1SC(=CC1CNC)F)C (1S,3S)-3-((6-(5-fluoro-3-((methylamino)methyl)thiophen-2-yl)-2-methylpyridin-3-yl)oxy)cyclohexane-1-carboxylic acid methyl ester